(7S)-7-Methyl-3-({[(1-methyl-1H-1,2,4-triazol-5-yl)methyl]carbamoyl}methyl)-2-[2-(1H-pyrazol-1-yl)ethyl]-3H,6H,7H,8H,9H-imidazo[4,5-f]chinolin C[C@@H]1NC2=CC=C3C(=C2CC1)N=C(N3CC(NCC3=NC=NN3C)=O)CCN3N=CC=C3